5-(4-(6-((R)-3-((5-(2-chloro-4-phenoxybenzoyl)-7H-pyrrolo[2,3-d]pyrimidin-4-yl)amino)piperidin-1-yl)-6-oxohexyl)piperazin-1-yl)-2-(2,6-dioxopiperidin-3-yl)isoindoline-1,3-dione ClC1=C(C(=O)C2=CNC=3N=CN=C(C32)N[C@H]3CN(CCC3)C(CCCCCN3CCN(CC3)C=3C=C2C(N(C(C2=CC3)=O)C3C(NC(CC3)=O)=O)=O)=O)C=CC(=C1)OC1=CC=CC=C1